ethyl 5-[6-(4,4-difluoropiperidin-1-yl)-5-fluoropyridin-3-yl]-1,3,4-oxadiazole-2-carboxylate Ethyl-2-[[6-(4,4-difluoropiperidin-1-yl)-5-fluoropyridin-3-yl]formohydrazido]-2-oxoacetate C(C)OC(C(=O)NNC(=O)C=1C=NC(=C(C1)F)N1CCC(CC1)(F)F)=O.FC1(CCN(CC1)C1=C(C=C(C=N1)C1=NN=C(O1)C(=O)OCC)F)F